ClC=1C=CC2=C(C3=CC=C(C=C3N=C2C1)Cl)C1=C(C=CC=C1)S(=O)(=O)O 3,6-dichloro-9-(2-sulfophenyl)acridine